C1(NC(C=C2C1=NC1=CC=CC=C21)=O)=O pyrido[3,4-b]indole-1,3-dione